[Mg+2].C1(=CC=CC2=CC=CC=C12)S(=O)(=O)[O-].C1(=CC=CC2=CC=CC=C12)S(=O)(=O)[O-] 1-naphthalenesulfonic acid-magnesium salt